tert-butyl 2'-{6-amino-5-[(6,7-dihydro-5H-cyclopenta[b]pyridin-7-yl)oxy]pyridin-3-yl}-5',6'-dihydrospiro[pyrrolidine-3,4'-pyrrolo[1,2-b]pyrazole]-1-carboxylate NC1=C(C=C(C=N1)C=1C=C2N(N1)CCC21CN(CC1)C(=O)OC(C)(C)C)OC1CCC=2C1=NC=CC2